CC(COC)(COC)CC(CCCC)CC 2-methyl-2-(2-ethylhexyl)-1,3-dimethoxypropane